FC1=NC(=C(C(=C1F)F)F)C(F)(F)F 2,3,4,5-tetrafluoro-6-(trifluoromethyl)pyridine